N1=C(C=CC=C1)CSCCSCCCSCCSCC1=NC=CC=C1 1,13-bis(2-pyridyl)-2,5,9,12-tetrathiatridecane